N=1C=NN2C1C=C(C=C2)OC2=C(C=C(C=C2)NC2=NC=NN1C2=C(C=C1)N1CC(C1)NC(C(=C)F)=O)C N-(1-(4-((4-([1,2,4]triazolo[1,5-a]pyridin-7-yloxy)-3-methylphenyl)amino)pyrrolo[2,1-f][1,2,4]triazin-5-yl)azetidin-3-yl)-2-fluoroacrylamide